diamyl-acetic acid C(CCCC)C(C(=O)O)CCCCC